Methyl 1-(2-(cyclohex-1-en-1-yl)ethyl)-2-(((4-methoxy-3,5-dimethylpyridin-2-yl)methyl)sulfinyl)-1H-benzo[d]imidazole-5-carboxylate C1(=CCCCC1)CCN1C(=NC2=C1C=CC(=C2)C(=O)OC)S(=O)CC2=NC=C(C(=C2C)OC)C